(2S,4R)-1-[(2S)-2-amino-3,3-dimethyl-butanoyl]-4-hydroxy-N-[(1S)-1-[5-(4-methylthiazol-5-yl)-2-pyridyl]ethyl]pyrrolidine-2-carboxamide N[C@H](C(=O)N1[C@@H](C[C@H](C1)O)C(=O)N[C@@H](C)C1=NC=C(C=C1)C1=C(N=CS1)C)C(C)(C)C